ClC=1C=C2C(=NC(=NC2=C(C1C1=C(C=CC2=CC=CC=C12)C)F)OC[C@H]1N(CCC1)C)N1CC2CCC(C1)N2 6-chloro-4-{3,8-diazabicyclo[3.2.1]oct-3-yl}-8-fluoro-7-(2-methylnaphthalen-1-yl)-2-{[(2S)-1-methylpyrrolidin-2-yl]methoxy}quinazoline